C(C1=CC=CC=C1)OC(=O)N1C[C@H](C([C@H](C1)C)(F)F)CN1C(C2=CC=CC=C2C1=O)=O (3R,5S)-3-[(1,3-dioxoisoindolin-2-yl)methyl]-4,4-difluoro-5-methyl-piperidine-1-carboxylic acid benzyl ester